NC1=C(N=C2N1C=CC=C2Br)C(=O)NCCC 3-Amino-N-propyl-8-bromoimidazo[1,2-a]pyridine-2-carboxamide